3-(4-Chloro-2-(5-fluoropyridin-2-yl)-1H-imidazol-5-yl)-4-fluoro-2-methylbenzamide ClC=1N=C(NC1C=1C(=C(C(=O)N)C=CC1F)C)C1=NC=C(C=C1)F